FC=1C(=C(C=CC1F)C=1C=CC=2N(C1)C(=CN2)CN(C(OC(C)(C)C)=O)CC2=CC=C(C=C2)OC)O tert-butyl ((6-(3,4-difluoro-2-hydroxyphenyl)imidazo[1,2-a]pyridin-3-yl)methyl)(4-methoxybenzyl)carbamate